(S)-2-amino-3-(3-aminophenyl)propan-1-ol N[C@H](CO)CC1=CC(=CC=C1)N